NC1=CC(=C2C(N(CCCCC[C@@](C3=NN=C(C1=N2)O3)(C(F)(F)F)O)CC3=CC=C(C=C3)C(C)(C)C)=O)C(F)(F)F (6R)-17-Amino-12-[(4-tert-butylphenyl)methyl]-6-hydroxy-6,15-bis(trifluoromethyl)-19-oxa-3,4,12,18-tetrazatricyclo[12.3.1.12,5]nonadeca-1(18),2,4,14,16-pentaen-13-one